N-(4-fluoro-5-(((2S,4R)-2-methyl-4-((2-methyl-[1,2,4]triazolo[1,5-a]pyridin-7-yl)oxy)pyrrolidin-1-yl)methyl)thiazol-2-yl)acetamide FC=1N=C(SC1CN1[C@H](C[C@H](C1)OC1=CC=2N(C=C1)N=C(N2)C)C)NC(C)=O